O=C1CCC(N1)CCC(=O)O 3-(5-Oxopyrrolidin-2-yl)propionic acid